2-{3-[4-(Aminomethyl)-4-methylpiperidin-1-carbonyl]-5,6-dihydrocyclopenta[c]pyrazol-1(4H)-yl}-1-[4-(2,3-dimethylphenyl)piperazin-1-yl]ethan-1-on NCC1(CCN(CC1)C(=O)C=1C2=C(N(N1)CC(=O)N1CCN(CC1)C1=C(C(=CC=C1)C)C)CCC2)C